3-(5-fluoro-2-methoxy-4-piperazin-1-yl-anilino)piperidine-2,6-dione hydrochloric acid salt Cl.FC=1C(=CC(=C(NC2C(NC(CC2)=O)=O)C1)OC)N1CCNCC1